CC1CC=NOC1=O 5-methyl-4H-1,2-oxazin-6(5H)-one